4-((1-methylpiperidin-4-yl)methyl)-3-(trifluoromethyl)aniline CN1CCC(CC1)CC1=C(C=C(N)C=C1)C(F)(F)F